FC=1C=C2C(=NC=3N(C2=CC1)C(=NN3)C)N3CCCC1=C(C=CC=C31)C#CC=3N(C=NC3)C 7-fluoro-1-methyl-5-[5-[2-(3-methylimidazol-4-yl)ethynyl]-3,4-dihydro-2H-quinolin-1-yl]-[1,2,4]triazolo[4,3-a]quinazoline